(2R,3S)-2-((2-chloro-6-((2S,5R)-4-((3,3-difluorocyclobutyl)(4-(trifluoromethyl)phenyl)methyl)-2,5-dimethylpiperazin-1-yl)-8-methyl-9H-purin-9-yl)methyl)tetrahydrofuran-3-ol ClC1=NC(=C2N=C(N(C2=N1)C[C@H]1OCC[C@@H]1O)C)N1[C@H](CN([C@@H](C1)C)C(C1=CC=C(C=C1)C(F)(F)F)C1CC(C1)(F)F)C